(9-fluoro-6-methyl-1,3,4,5-tetrahydropyrido[4,3-b]indol-2-yl)-[5-(trifluoromethyl)-1H-pyrazol-3-yl]methanone FC=1C=2C3=C(NC2C(=CC1)C)CCN(C3)C(=O)C3=NNC(=C3)C(F)(F)F